ClC=1C2=C(N=CN1)N(C=C2)[C@@H]2O[C@@H]([C@H]([C@]2(O)C#C)O)CO (2R,3R,4R,5R)-2-(4-Chloro-pyrrolo[2,3-d]pyrimidin-7-yl)-3-ethynyl-5-hydroxymethyl-tetrahydro-furan-3,4-diol